3-([1,1'-Biphenyl]-4-yl)-3-((3-(trifluoromethyl)phenyl)amino)propanoic acid C1(=CC=C(C=C1)C(CC(=O)O)NC1=CC(=CC=C1)C(F)(F)F)C1=CC=CC=C1